BrCC=1C=C(OCC2=CC=CC(=C2)OCC#C)C=C(C1)CBr [3,5-bis(bromomethyl)phenoxylmethyl]-5-prop-2-ynoxy-benzene